trifluoromethyl-N-(4-fluorophenyl)acetyl-hydrazono bromide FC(F)(F)N(N(Br)Br)C(CC1=CC=C(C=C1)F)=O